ClC=1C=C(C(=O)N2CC=3C(=NN4C3C(N(C[C@H]4C(=O)NC)[C@H](C)C4=CC=C(C=C4)S(=O)(=O)C)=O)C[C@H]2C)C=CC1Cl (3R,7S)-2-(3,4-Dichlorobenzoyl)-N,3-dimethyl-9-((R)-1-(4-(methylsulfonyl)phenyl)ethyl)-10-oxo-1,2,3,4,7,8,9,10-octahydropyrido[4',3':3,4]pyrazolo[1,5-a]pyrazine-7-carboxamide